COC=1C=C2C(=NC1)NC=C2C(C2=CC=C(C=C2)O)C2=CNC1=NC=C(C=C12)OC 4-(bis(5-methoxy-1H-pyrrolo[2,3-b]pyridin-3-yl)methyl)phenol